7-(furan-2-yl)-6-methyl-8-oxo-3,4-dihydro-1H-pyrido[2,1-c][1,4]Oxazine-9-carboxamide O1C(=CC=C1)C=1C(C(=C2COCCN2C1C)C(=O)N)=O